NC1=C(C=C(C=C1)CC)CCC(O)C1CC1 3-(2-amino-5-ethylphenyl)-1-cyclopropylpropane-1-ol